CS(=O)(=O)C1=NC(=CC(=N1)C=1C=CC(N(C1)CC#C)=O)C(F)(F)F 5-(2-(methylsulfonyl)-6-(trifluoromethyl)pyrimidin-4-yl)-1-(prop-2-yn-1-yl)pyridin-2(1H)-one